1,2-dimethyl-1H-pyrrolo[2,3-b]pyridine-6-carboxamide CN1C(=CC=2C1=NC(=CC2)C(=O)N)C